3-(3-Methoxyoctylsulfanyl)undecanal COC(CCSC(CC=O)CCCCCCCC)CCCCC